C(C1=CC=CC=C1)SC1=CC=C(C=C1)NC([C@H](CC1=CC=CC=C1)N(C(OC(C)(C)C)=O)C)=O (S)-tert-butyl 1-(4-(benzylthio)phenylamino)-1-oxo-3-phenylpropan-2-yl-(methyl)carbamate